[Fe].N=C1NC(C=CC1)=N (2,6-diiminopyridine) iron